3-((4-chloro-1-methyl-1H-pyrazol-5-yl)methyl)-2-((4-fluoro-5-methoxypyridin-2-yl)methyl)isoindolin-1-one ClC=1C=NN(C1CC1N(C(C2=CC=CC=C12)=O)CC1=NC=C(C(=C1)F)OC)C